2-(trifluoromethyl)thiazolo[4,5-b]Pyridin-5(4H)-one FC(C=1SC2=C(NC(C=C2)=O)N1)(F)F